(3α,4β,7α)-3,4,7,15-tetrahydroxy-12,13-epoxytrichothec-9-en-8-one CC1=C[C@@H]2[C@]([C@@H](C1=O)O)([C@]3([C@@H]([C@H]([C@H]([C@@]34CO4)O2)O)O)C)CO